COC(CCCCCCC(OC)OC(CCCCCCC(OC)OC)OC)OC dimethoxyheptylmethoxymethyl ether